COC(C(C(COCC1=CC=CC=C1)=O)C1=CC=C(C=C1)OC)=O.OCCCCCCCCCCCCNC(CCCCC(=O)NCCCCCCCCCCCCO)=O N,N'-bis(12-hydroxydodecyl)adipamide methyl-4-(benzyloxy)-2-(4-methoxyphenyl)-3-oxobutanoate